O[C@H]1[C@@H]([C@@H]2[C@@H](OC[C@H](CC2)CCCC(=O)OC(C)C)C1)\C=C\[C@H](COC1=CC(=CC=C1)OC)O 2-Propanyl 4-{(3S,5aR,6R,7R,8aS)-7-hydroxy-6-[(1E,3R)-3-hydroxy-4-(3-methoxyphenoxy)-1-buten-1-yl]octahydro-2H-cyclopenta[b]oxepin-3-yl}butanoate